BrC1=C(OC2CCSCC2)C=C(C=C1)F 4-(2-bromo-5-fluoro-phenoxy)tetrahydrothiopyran